C(C)(C)NC1=C(C=NC2=CC=C(C=C12)C=1C=NNC1)C(=O)NC1CCOCC1 4-(isopropylamino)-6-(1H-pyrazol-4-yl)-N-(tetrahydro-2H-pyran-4-yl)quinoline-3-carboxamide